carbon 1-hexacosanol C(CCCCCCCCCCCCCCCCCCCCCCCCC)O.[C]